2-[(2S)-2-[[4-amino-3-(2-fluoro-4-phenoxy-phenyl)pyrazolo[3,4-d]pyrimidin-1-yl]methyl]pyrrolidine-1-carbonyl]-4-methyl-4-(1-piperidyl)pent-2-enenitrile NC1=C2C(=NC=N1)N(N=C2C2=C(C=C(C=C2)OC2=CC=CC=C2)F)C[C@H]2N(CCC2)C(=O)C(C#N)=CC(C)(N2CCCCC2)C